FC=1C=C(C=CC1OC1=CC=NC2=CC(=CN=C12)OC)NC(=O)C=1C=NC(=C(C1O)C1=CC(=C(C=C1)F)OC)C N-[3-fluoro-4-[(7-methoxy-1,5-naphthyridin-4-yl)oxy]phenyl]-5-(4-fluoro-3-methoxyphenyl)-4-hydroxy-6-methylpyridine-3-carboxamide